N-(4-[1-(difluoromethyl)-1H-pyrazol-4-yl]-3-{[(dimethylamino)methylene]sulfamoyl}phenyl)-2-(2-fluorophenyl)acetamide FC(N1N=CC(=C1)C1=C(C=C(C=C1)NC(CC1=C(C=CC=C1)F)=O)S(N=CN(C)C)(=O)=O)F